methyl 5-chloro-4-fluoro-1H-pyrrolo[2,3-c]pyridine-2-carboxylate ClC=1C(=C2C(=CN1)NC(=C2)C(=O)OC)F